ClC=1N=C(C2=C(N1)N(C=C2C2=NC=1N(C=C2)N=CC1)S(=O)(=O)C1=CC=C(C)C=C1)NC 2-chloro-N-methyl-5-(pyrazolo[1,5-a]pyrimidin-5-yl)-7-tosyl-7H-pyrrolo[2,3-d]pyrimidin-4-amine